C1(=CC(=CC=C1)C1(CC1)C=1NC(C2=C(N1)CCN(C2)C([C@H](O)C2=CC(=CC=C2)Cl)=O)=O)C2=CC=CC=C2 (R)-2-(1-([1,1'-biphenyl]-3-yl)cyclopropyl)-6-(2-(3-chlorophenyl)-2-hydroxyacetyl)-5,6,7,8-tetrahydropyrido[4,3-d]pyrimidin-4(3H)-one